O=C1N(C(C2=CC=CC=C12)=O)C=1C=C2C=CC=C(C2=CC1)S(=O)(=O)N(C)C 6-(1,3-Dioxoisoindolin-2-yl)-N,N-dimethylnaphthalene-1-sulfonamide